NC=1SC(=CN1)C(COC)N1C(NCC(C1)(F)F)=O 1-(1-(2-aminothiazol-5-yl)-2-methoxyethyl)-5,5-difluorotetrahydropyrimidin-2(1H)-one